3-chloro-4-hydroxy-benzoic acid ClC=1C=C(C(=O)O)C=CC1O